[Cl-].O(C1=CC=CC=C1)CC1=CC=C(CC2=CC=C(C=C2)NC(=O)N2CC[NH2+]CC2)C=C1 4-((4-(4-(phenoxymethyl)benzyl)phenyl)carbamoyl)piperazin-1-ium chloride